C(C)(C)C1=C(C=CC=C1)[C@H]1N(CCN(C1)CC=1C=C2CCCOC2=C(C1)OC)C1CC2(C1)CCN(CC2)C2=CC=C(C(=O)N)C=C2 4-(2-((R)-2-(2-isopropylphenyl)-4-((8-methoxychroman-6-yl)methyl)piperazin-1-yl)-7-azaspiro[3.5]nonan-7-yl)benzamide